CNC1=CC=CC(=N1)NC=1SC=C(N1)C1=CC(=C(C(=O)OC)C=C1)C methyl 4-(2-(6-(methylamino) pyridin-2-ylamino) thiazol-4-yl)-2-methylbenzoate